ClC1=C(C(=O)NCC2=NOC(C2)(C(=O)OCC)C(C)C)C=C(C=C1)Cl Ethyl 3-((2,5-dichlorobenzamido)methyl)-5-isopropyl-4,5-dihydroisoxazole-5-carboxylate